C(C)[N+]1=C(SC2=C1C=CC(=C2)C)C=C2SC1=C(N2CC)C=CC(=C1)C 3-Ethyl-2-[(3-ethyl-6-methyl-2-benzothiazolylidene)methyl]-6-methyl-benzothiazolium